(1R,4R)-4-(3-Chloroanilino)-4'-methyl-2'-[(2R)-2-methyl-3-{[(5R)-5-methyl-5,6,7,8-tetrahydroquinolin-4-yl]oxy}propyl]spiro[cyclohexane-1,1'-indene]-4-carboxylic acid methyl ester COC(=O)C1(CCC2(C(=CC3=C(C=CC=C23)C)C[C@H](COC2=CC=NC=3CCC[C@H](C23)C)C)CC1)NC1=CC(=CC=C1)Cl